[C@H]12CN(C[C@H](CC1)N2)C2=NC(=NC=1CC3(CCC21)CCC2=C(C=CC=C23)C)OC[C@H]2N(CCC2)C 4'-((1R,5S)-3,8-diazabicyclo[3.2.1]octan-3-yl)-4-methyl-2'-(((S)-1-methylpyrrolidin-2-yl)methoxy)-2,3,5',8'-tetrahydro-6'H-spiro[indene-1,7'-quinazoline]